C1(CC1)COC1=C(C=CC=C1)C(CO)OC1CCOCC1 2-(2-(cyclopropylmethoxy)phenyl)-2-((tetrahydro-2H-pyran-4-yl)oxy)ethanol